CC=1[C@H](C[C@H]([C@H](C1)C)C)CC=O 2-[(1R,4R,5R)-2,4,5-trimethylcyclohex-2-en-1-yl]acetaldehyde